C1(CCCCCC1)NC(CN1C(CCCC1)C=O)=O N-CYCLOHEPTYL-2-(2-FORMYLPIPERIDIN-1-YL)ACETAMIDE